2-(5-Chloropyridin-3-yl)-N-[(3S)-2-oxo-5-phenyl-1,3-dihydro-1,4-benzodiazepin-3-yl]pyrazolo[1,5-a]pyrimidine-3-carboxamide ClC=1C=C(C=NC1)C1=NN2C(N=CC=C2)=C1C(=O)N[C@@H]1C(NC2=C(C(=N1)C1=CC=CC=C1)C=CC=C2)=O